4-iodopentyl decyloxymethyl ether C(CCCCCCCCC)OCOCCCC(C)I